[C@@H]12N(C[C@@H](C=C1)C2)C(CC2=CNC1=CC=C(C=C21)OC)=O 1-((1S,4R)-2-azabicyclo[2.2.1]hept-5-en-2-yl)-2-(5-methoxy-1H-indol-3-yl)ethan-1-one